OC1=C(C=C(CC2=C(C=C(OCC(=O)OCC)C=C2CCC)C)C=C1)C(C)C ethyl 2-(4-(4-hydroxy-3-isopropylbenzyl)-3-methyl-5-propylphenoxy)acetate